FC(COC(C(=O)N(CC1=NC=C(C=C1)C(F)(F)F)CC)=O)(F)F.C(C)N(C(C(N)=O)=O)CC1=NC=C(C=C1)C(F)(F)F N'-ethyl-N'-[[5-(trifluoromethyl)-2-pyridyl]methyl]oxamide 2,2,2-trifluoroethyl-2-[ethyl-[[5-(trifluoromethyl)-2-pyridyl]methyl]amino]-2-oxo-acetate